C(N)(=N)C=1C=C(SC1)[C@@H](C)NC(=O)[C@H]1N(CC2(OCCO2)C1)C(CNC(=O)C=1C=CC=2C(C3=CC=CC=C3C2C1)OC(F)F)=O (8S)-N-[(1R)-1-(4-carbamimidoylthiophen-2-yl)ethyl]-7-(2-{[9-(difluoromethoxy)-9H-fluoren-3-yl]formamido}acetyl)-1,4-dioxa-7-azaspiro[4.4]nonane-8-carboxamid